4-(2-(tert-butoxy)-2-oxoethyl) 1-(2-((3-chlorophenyl)sulfonyl)ethyl) 2-methylenesuccinate C=C(C(=O)OCCS(=O)(=O)C1=CC(=CC=C1)Cl)CC(=O)OCC(=O)OC(C)(C)C